tert-butyl (3S,4S)-3-fluoro-4-[[6-[7-(trifluoromethoxy)imidazo[1,2-a]pyridin-3-yl]-2-pyridyl]amino]pyrrolidine-1-carboxylate F[C@H]1CN(C[C@@H]1NC1=NC(=CC=C1)C1=CN=C2N1C=CC(=C2)OC(F)(F)F)C(=O)OC(C)(C)C